C(C)OC(CCCCCCCCCCCCCCCCCCCCCCBr)=O.C1(CC1)OC1=C(N)C=C(C=C1)N1CC(C1)N1CCOCC1 2-cyclopropoxy-5-(3-morpholinylazetidin-1-yl)aniline ethyl-23-bromotricosanoate